4-(4-(4-(3,4-dichloroisothiazole-5-yl)thiazole-2-yl)piperidine-1-carbonyl)benzonitrile ClC1=NSC(=C1Cl)C=1N=C(SC1)C1CCN(CC1)C(=O)C1=CC=C(C#N)C=C1